(R)-10-chloro-11-(4-fluorophenyl)-3-methoxy-8-((s)-2-methylpiperazin-1-yl)-3,4-dihydro-2H,6H-[1,4]thiazepino[2,3,4-ij]quinazolin-6-one ClC=1C=C2C(=NC(N3C2=C(C1C1=CC=C(C=C1)F)SC[C@@H](C3)OC)=O)N3[C@H](CNCC3)C